OC=1C=C2CCN(CC2=CC1O)C(NCCC1=CC=CC=C1)=S 6,7-dihydroxy-N-(2-phenylethyl)-1,2,3,4-tetrahydroisoquinoline-2-carbothioamide